ClC1=CC=C(C=C1)OB(O)O 4-chlorophenyl-boric acid